6-((4-((3-cyano-4-methoxybenzyl)oxy)-3-methoxyphenyl)amino)-3-methoxyquinoxaline-5-carbonitrile C(#N)C=1C=C(COC2=C(C=C(C=C2)NC2=C(C=3N=C(C=NC3C=C2)OC)C#N)OC)C=CC1OC